1,2-dimyristoyl-sn-Glycero-3-phosphorylglycerol C(CCCCCCCCCCCCC)(=O)OC[C@@H](OC(CCCCCCCCCCCCC)=O)COP(=O)(O)OCC(O)CO